4-(4-bromo-6-cyanopyridin-3-yl)piperazine-1-carboxylic acid tert-butyl ester C(C)(C)(C)OC(=O)N1CCN(CC1)C=1C=NC(=CC1Br)C#N